Rac-(4bR,5R,6R,7S,7aR)-7a-(4-bromophenyl)-6-(hydroxymethyl)-4-methoxy-5-(morpholinomethyl)-7-phenyl-5,6,7,7a-tetrahydro-4bH-cyclopenta[4,5]furo[2,3-c]pyridin-4b-ol BrC1=CC=C(C=C1)[C@]12[C@](C3=C(C=NC=C3OC)O1)([C@H]([C@@H]([C@H]2C2=CC=CC=C2)CO)CN2CCOCC2)O |r|